3-(tert-butoxycarbonyl)-6,6-dimethyl-3-azabicyclo[3.1.0]hexane C(C)(C)(C)OC(=O)N1CC2C(C2C1)(C)C